N1(CCCC1)CCC=1C=CC=NC1 5-[2-(pyrrolidin-1-yl)ethyl]pyridine